3-formyl-benzo[b]thiophene-5-carboxylic acid methyl ester COC(=O)C1=CC2=C(SC=C2C=O)C=C1